bis(tetradecanoyloxy)propyl (2,3-dihydroxypropyl) phosphate P(=O)(OCCC(OC(CCCCCCCCCCCCC)=O)OC(CCCCCCCCCCCCC)=O)(OCC(CO)O)[O-]